Methyl (1S,2S,3R,4R)-3-(4-fluoro-2-methoxy-5-(((1s,4s)-4-methyl-4-((naphthalen-1-ylmethoxy)carbonyl)cyclohexyl)oxy)benzamido)bicyclo[2.2.1]hept-5-ene-2-carboxylate FC1=CC(=C(C(=O)N[C@H]2[C@H]([C@@H]3C=C[C@H]2C3)C(=O)OC)C=C1OC1CCC(CC1)(C(=O)OCC1=CC=CC3=CC=CC=C13)C)OC